3,6-bis(hydroxyimino)cyclohexane-1,4-diene-1-thiocarboxylic acid O-methyl ester COC(=S)C1=CC(C=CC1=NO)=NO